N[C@@H]1C2=CC=CC=C2CC12CCN(CC2)C=2NC(C1=C(N2)NN=C1C1=CCCC=2SC=CC21)=O (S)-6-(1-amino-1,3-dihydrospiro[indene-2,4'-piperidin]-1'-yl)-3-(6,7-dihydrobenzo[b]thiophen-4-yl)-1,5-dihydro-4H-pyrazolo[3,4-d]pyrimidin-4-one